C(CCCCCCCCCCCCCCCCCCC(=O)O)(=O)O.OCC(O)CO.OCC(O)CO diglycerol eicosanedioate